N[C@@H]1C[C@@H](CC1)OC1=C(C(=CC=C1Cl)OC)C1=CC(=NN1)NC=1N=CC(=NC1)C#N 5-((5-(2-(((1R,3S)-3-aminocyclopentyl)oxy)-3-chloro-6-methoxyphenyl)-1H-pyrazol-3-yl)amino)pyrazine-2-carbonitrile